FC(C(=O)O)(F)F.CN(C/C=C/C(=O)N(C1=C2CNCC2=CC=C1C)C)C (E)-4-(Dimethylamino)-N-methyl-N-(5-methylisoindolin-4-yl)but-2-enamide 2,2,2-trifluoroacetate